1-(4-(1-(2,6-dichlorophenyl)azetidin-3-yl)-2,6-dimethylbenzyl)-3-ethylazetidin-3-ol, formic acid salt C(=O)O.ClC1=C(C(=CC=C1)Cl)N1CC(C1)C1=CC(=C(CN2CC(C2)(O)CC)C(=C1)C)C